OC=1C(=CC(=NC1)C#N)C 5-Hydroxy-4-methyl-2-pyridinecarbonitrile